1-(3-(2-((S)-1-((S)-2-((S)-2-((tert-butoxycarbonyl)(methyl)amino)propanamido)-2-cyclohexylacetyl)pyrrolidin-2-yl)thiazole-4-carbonyl)phenoxy)-3,6,9,12-tetraoxapentadecan-15-oic acid C(C)(C)(C)OC(=O)N([C@H](C(=O)N[C@H](C(=O)N1[C@@H](CCC1)C=1SC=C(N1)C(=O)C=1C=C(OCCOCCOCCOCCOCCC(=O)O)C=CC1)C1CCCCC1)C)C